OC1C2C3C(C(C(NC(C(CCCC(C(C(C(C(CC(C(CCOC4(C(C3C(C1C)O4)=O)C)OC)C)C)O)C)O)C)C)=O)C2O)/C=N/N2CCN(CC2)C)O 2,15,17,27,29-pentahydroxy-11-methoxy-3,7,12,14,16,18,22-heptamethyl-26-{(E)-[(4-methylpiperazin-1-yl)imino]methyl}-6,23-dioxo-8,30-dioxa-24-azatetracyclo[23.3.1.14,7.05,28]triacontan